(S)-4-(4-chlorobenzyl)-1-(3-fluoro-5-methoxy-pyridin-2-yl)-3-(oxetan-3-yl)piperazine-2,5-dione ClC1=CC=C(CN2[C@H](C(N(CC2=O)C2=NC=C(C=C2F)OC)=O)C2COC2)C=C1